C(N1C(C=CC(=C1)[C@@H]1OCC[C@@H](C1)C=1N=C(C2=C(N1)N=C(C=C2)C)C21CC(C2)(C1)C(F)(F)F)=O)([2H])([2H])[2H] 1-(methyl-d3)-5-((2R,4S)-4-(7-methyl-4-(3-(trifluoromethyl)bicyclo[1.1.1]pentan-1-yl)pyrido[2,3-d]pyrimidin-2-yl)tetrahydro-2H-pyran-2-yl)pyridin-2(1H)-one